4-(8-(2-Bromophenethyl)-2,6-dioxo-1-(prop-2-yn-1-yl)-1,2,6,7-tetrahydro-3H-purin-3-yl)butane-1-sulfonamide BrC1=C(CCC2=NC=3N(C(N(C(C3N2)=O)CC#C)=O)CCCCS(=O)(=O)N)C=CC=C1